O=C1N(N=C(C2=CC=CC=C12)C1=CC=C(C=C1)NS(=O)(=O)CC)C1=CC=CC=C1 N-(4-(4-Oxo-3-phenyl-3,4-dihydrophthalazin-1-yl)phenyl)ethanesulfonamide